leucyl-leucine t-butyl ester hydrochloride Cl.C(C)(C)(C)OC([C@@H](NC([C@@H](N)CC(C)C)=O)CC(C)C)=O